C(C)OC1=CC=C(C=C1)C(C(=O)NC1=CC=C(C=C1)[Ge](C)(C)C)NC(CC=1C=NN(C1)C)=O 2-(4-ethoxyphenyl)-2-(((1-methyl-1H-pyrazol-4-yl)acetyl)amino)-N-(4-(trimethylgermyl)phenyl)acetamide